NCCOCCCC1COC(OC1)(C)C 5-(3-(2-Aminoethoxy)propyl)-2,2-dimethyl-1,3-dioxane